CS(=O)(=O)OCC1OC(CC1)CC(=O)N1CCN(CC1)C1=NC=C(C=C1)C#N (5-[2-[4-(5-cyanopyridin-2-yl)piperazin-1-yl]-2-oxoethyl]oxolan-2-yl)methyl methanesulfonate